C(C=C)(=O)OCCCCCCCCCC n-decyl acrylate